6-[(1S)-1-aminoethyl]-2-chloro-N-[(furan-2-yl)methyl]-7-phenylthieno[3,2-d]pyrimidine-4-amine formate C(=O)O.N[C@@H](C)C1=C(C=2N=C(N=C(C2S1)NCC=1OC=CC1)Cl)C1=CC=CC=C1